O1C(OCC1)CC[C@H](C(C)C)N1CC(C1)C1=CC(=C2C=NN(C2=C1)C)C1=C(C(=O)N(C(C)C)CC)C=C(C=C1)F 2-(6-{1-[(3R)-1-(1,3-dioxolan-2-yl)-4-methylpentan-3-yl]azetidin-3-yl}-1-methyl-1H-indazol-4-yl)-N-ethyl-5-fluoro-N-(isopropyl)benzamide